(R)-2,2-difluoro-1-(3-fluorophenyl)ethan-1-amine FC([C@H](N)C1=CC(=CC=C1)F)F